C(#N)C[C@@H]1N(CCN(C1)C=1C2=C(N=C(N1)OC[C@H]1N(C[C@H](C1)C)C)CN(CC2)C2=CC=CC1=CC=CC(=C21)C)C(=O)OCC2=CC=CC=C2 benzyl (2S)-2-(cyanomethyl)-4-[2-[[(2S,4S)-1,4-dimethylpyrrolidin-2-yl]methoxy]-7-(8-methyl-1-naphthyl)-6,8-dihydro-5H-pyrido[3,4-d]pyrimidin-4-yl]piperazine-1-carboxylate